Ethyl 1-((cis)-4-(4-amino-3-(4-phenoxyphenyl)-1H-pyrazolo[3,4-d]pyrimidin-1-yl) cyclohexyl)-1H-pyrazole-4-carboxylate NC1=C2C(=NC=N1)N(N=C2C2=CC=C(C=C2)OC2=CC=CC=C2)[C@H]2CC[C@H](CC2)N2N=CC(=C2)C(=O)OCC